ClC1=C2C(N(C(NC2=C(C=C1)S(=O)(=O)C1=CC=C2C=NN(C2=C1)CCC1CC1)=O)O)=O 5-chloro-8-((1-(2-cyclopropylethyl)-1H-indazol-6-yl)sulfonyl)-3-hydroxyquinazoline-2,4(1H,3H)-dione